6,7-difluoro-5H-pyrido[3,2-b]indole FC1=C(C=CC=2C3=C(NC12)C=CC=N3)F